FC(C1=NC=CC=C1C(=O)NC1=C2[C@@H](CC(C2=CC=C1)(C)C)C)F 2-(difluoromethyl)-N-((3R)-1,1,3-trimethylindan-4-yl)pyridine-3-carboxamide